O1CCN(CC1)CCO[C@H]1[C@@H](COC1)N (3R,4s)-4-(2-morpholinoethoxy)tetrahydrofuran-3-amine